tert-Butyl N-[(tert-butoxy)carbonyl]-N-(4-cyclopropyl-4-oxobut-2-yn-1-yl)carbamate C(C)(C)(C)OC(=O)N(C(OC(C)(C)C)=O)CC#CC(=O)C1CC1